N2-tert-butyl-6-fluoro-7-phenyl-3,4-dihydropyrrolo[1,2-a]pyrazine-2,8(1H)-dicarboxamide C(C)(C)(C)NC(=O)N1CC=2N(CC1)C(=C(C2C(=O)N)C2=CC=CC=C2)F